NC1=C2C(=NC=N1)N(N=C2)C2CC(CCC2)(C)O 4-amino-1-(3-hydroxy-3-methylcyclohexyl)-1H-pyrazolo[3,4-d]pyrimidine